FC(C1NCCNC1)(F)F 2-trifluoromethylpiperazine